3,4-dihydro-5-oxa-1,2a-diazaacenaphthylene N1=CN2CCOC3=CC=CC1=C23